C(C)OC(C(CCCC1=CC=C(C=C1)OCCOCCOCC)OS(=O)(=O)C)=O.C(C)OCCOCCOC1=CC=C(C=C1)CCCC(C(=O)OCC)N1CCNCCNCCNCC1 ethyl 5-{4-[2-(2-ethoxyethoxy)ethoxy]phenyl}-2-(1,4,7,10-tetraazacyclododecan-1-yl)-pentanoate ethyl-5-{4-[2-(2-ethoxyethoxy)ethoxy]phenyl}-2-[(methanesulfonyl)oxy]pentanoate